2,3-dichloro-5-nitrobenzotrifluoride ClC1=C(C=C(C=C1Cl)[N+](=O)[O-])C(F)(F)F